2-(6-{5-chloro-2-[(oxan-4-yl)amino]pyrimidin-4-yl}-1-oxo-2,3-dihydro-1H-isoindol-2-yl)-N-[2,2,2-trifluoro-1-(3-methoxy-phenyl)ethyl]acetamide ClC=1C(=NC(=NC1)NC1CCOCC1)C1=CC=C2CN(C(C2=C1)=O)CC(=O)NC(C(F)(F)F)C1=CC(=CC=C1)OC